bromocarbonate C([O-])(=O)Br